2-(di(pyridine-2-yl)methylene)hydrazine methyl-dithio-carbonate CSC(O)=S.N1=C(C=CC=C1)C(=NN)C1=NC=CC=C1